FC=1C(=NC(=NC1)NC1CCC(CC1)N)C1=CN=C2N1C=CC=C2 N1-(5-fluoro-4-(imidazo[1,2-a]pyridin-3-yl)pyrimidin-2-yl)cyclohexane-1,4-diamine